BrC=1C(=C(C=CC1)NC1=CC(=NC=C1)C(F)F)Cl 4-((3-bromo-2-chlorophenyl)amino)-2-(difluoromethyl)pyridin